C(C)OC(=O)C1=CN(C2=CC(=C(C=C2C1=O)Cl)N1[C@@H](C[C@@H](C1)F)CO)C1=NC=CN=C1 6-chloro-7-[(2s,4s)-4-fluoro-2-(hydroxymethyl)pyrrolidin-1-yl]-4-oxo-1-(pyrazin-2-yl)-1,4-dihydroquinoline-3-carboxylic acid ethyl ester